[C].[Si] silicon compound with carbon